ditertbutylmethylene(cyclopentadienyl)(fluorenyl)-hafnium dichloride [Cl-].[Cl-].C(C)(C)(C)C(C(C)(C)C)=[Hf+2](C1=CC=CC=2C3=CC=CC=C3CC12)C1C=CC=C1